N1(CCOCC1)C(=O)[C@@H]1CC12CCN(CC2)C(=O)OC(C(F)(F)F)C(F)(F)F 1,1,1,3,3,3-Hexafluoropropan-2-yl (R)-1-(morpholin-4-carbonyl)-6-azaspiro[2.5]octan-6-carboxylat